3-amino-2-methyl-4(3H)-quinazolinone NN1C(=NC2=CC=CC=C2C1=O)C